cumyl dichloroacetate ClC(C(=O)OC(C)(C)C1=CC=CC=C1)Cl